COC(C(CC)N1C(N(C2=C1C=C(C=C2)NC2=C(C(=NC=C2)Cl)C#N)C)=O)=O [6-[(2-chloro-3-cyano-4-pyridinyl)amino]-3-methyl-2-oxo-benzimidazol-1-yl]butanoic acid methyl ester